C(C)(C)(C)OC(=O)N[C@H](C)[C@@H]1[C@H](NC1=O)[C@H](C(CC(=O)OCC1=CC=C(C=C1)[N+](=O)[O-])=O)C (R)-4-Nitrobenzyl 4-((2R,3R)-3-((R)-1-(t-butoxycarbonylamino)ethyl)-4-oxoazetidin-2-yl)-3-oxopentanoate